N[C@@H](C1=CC=2N(N=C1)C=C(N2)[C@H](C2CCC(CC2)(F)F)NC(OC(C)(C)C)=O)C2CC2 |o1:1| tert-Butyl ((S)-(7-((R*)-amino(cyclopropyl)methyl)imidazo[1,2-b]pyridazin-2-yl)(4,4-difluorocyclohexyl)methyl)carbamate